N1(CCC1)C1=CC=2N(C=C1)C=C(N2)C2=CC=C(C=C2)OCCF 7-(Azetidin-1-yl)-2-[4-(2-fluoroethoxy)phenyl]imidazo[1,2-a]pyridine